BrC1=CC=C(C=C1)C1(COC1)C(=O)O 3-(4-bromophenyl)oxetane-3-carboxylic acid